glutamyl-glutamic acid allylamide C(C=C)NC([C@@H](NC([C@@H](N)CCC(=O)O)=O)CCC(=O)O)=O